C1=COCOC=C1 3,5-dioxepin